6-bromo-4-(4-(difluoromethoxy)phenyl)-2-(trifluoromethyl)thiazolo[4,5-b]pyridin-5(4H)-one BrC1=CC2=C(N(C1=O)C1=CC=C(C=C1)OC(F)F)N=C(S2)C(F)(F)F